C(#N)C1=NC=CC(=N1)C1(CCCCC1)NC(NC1=CC(=C(C=C1)C1=CC=C(C=C1)NS(=O)(=O)C)C(F)(F)F)=O N-(4'-(3-(1-(2-cyanopyrimidin-4-yl)cyclohexyl)ureido)-2'-(trifluoromethyl)-[1,1'-biphenyl]-4-yl)methanesulfonamide